N[C@@]1([C@@H](CCC1)C(=O)[O-])C cis-2-amino-2-methylcyclopentane-carboxylate